BrC1=CC=C(C=C1)C(=O)C1=CC=C(C=C1)CCCO (4-bromophenyl)(4-(3-hydroxypropyl)phenyl)methanone